ON[C@@H]([C@H](O)C)C(=O)O hydroxyl-L-threonine